methyl 6-(2,4-dioxo-1,3,7-triazaspiro[4.4]nonan-7-yl)nicotinate O=C1NC2(C(N1)=O)CN(CC2)C2=NC=C(C(=O)OC)C=C2